C(C)(C)(C)OC(N(C)C1=CC(=C(C=C1)COC1=C(C=C(C=C1)C=O)OC)C(F)(F)F)=O N-{4-[(4-formyl-2-methoxyphenoxy)methyl]-3-(trifluoromethyl)phenyl}-N-methylcarbamic acid tert-butyl ester